O1C(OC12CCC1(CCCC1)CC2)=O dioxadispiro[3.2.47.24]tridecan-2-one